O[C@@H]1C[C@H](NC1)C(=O)NC (2S,4R)-4-hydroxy-N-methylpyrrolidine-2-carboxamide